[N+](=O)([O-])C1=CC=CC(=C1)[N+](=O)[O-] anti-2,4-Dinitrobenzene